tert-butyl 2-(6-fluoro-3,3-dimethyl-1,3-dihydroisobenzofuran-4-yl)-2-(3-(5-(5,6,7,8-tetrahydro-1,8-naphthyridin-2-yl)pentyloxy)azetidin-1-yl)acetate FC1=CC(=C2C(OCC2=C1)(C)C)C(C(=O)OC(C)(C)C)N1CC(C1)OCCCCCC1=NC=2NCCCC2C=C1